ClC1=CC=C2N=CC(=NC2=C1)/C=C/C=1C=C(C=O)C=CC1 3-[(E)-2-(7-chloroquinoxalinyl)vinyl]benzaldehyde